C(C1=CC=CC=C1)C1(CCC1)CNC(=O)C1=CN=NN1 N-((1-benzylcyclobutyl)methyl)-1H-1,2,3-triazole-5-carboxamide